3-(3,5-Dichlorophenoxy)-1-phenyl-1H-pyrrole-2,5-dione ClC=1C=C(OC=2C(N(C(C2)=O)C2=CC=CC=C2)=O)C=C(C1)Cl